C(CCC\C=C/CCCCCC)O (Z)-5-dodecenol